BrC=1C=C(C=2C=CN(C2C1)CC(F)(F)F)NC1CCN(CC1)C 6-bromo-N-(1-methyl-4-piperidyl)-1-(2,2,2-trifluoroethyl)indol-4-amine